S1C(=CC=C1)C1=NOC=N1 3-thiophen-2-yl-[1,2,4]oxadiazol